N-(2-chloro-3-fluorobenzyl)-2,2-diethoxyacetamide ClC1=C(CNC(C(OCC)OCC)=O)C=CC=C1F